C(C)(C)(C)[C@@H]1CC=2C=C3C(=NC2CC1)SC(=N3)C(=O)N[C@H](CC[NH+]3CCC(CC3)O)C3=CC(=CC=C3)N3C(OCC3)=O |r| rac-(7S)-7-tert-butyl-N-[rac-(1R)-3-(4-hydroxypiperidin-1-ium-1-yl)-1-[3-(2-oxooxazolidin-3-yl)phenyl]propyl]-5,6,7,8-tetrahydrothiazolo[5,4-b]quinoline-2-carboxamide